trans-benzyl 3-((tert-butoxycarbonyl)amino)-5-methylpiperidine-1-carboxylate C(C)(C)(C)OC(=O)N[C@@H]1CN(C[C@H](C1)C)C(=O)OCC1=CC=CC=C1